O=C(C(=O)OC(C)C1=CC=2C(CC(C(C2C=C1C)(C)C)C)(C)C)C1=CC=CC=C1 1-(3,5,5,6,8,8-hexamethyl-5,6,7,8-tetrahydro-2-naphthalenyl)ethyl 2-oxo-2-phenylacetate